Cl.C1(CCCCC1)C(CN)S(=O)(=O)O cyclohexyl-2-aminoethanesulfonic acid-HCl